[O-]CC.C(C#C)O propargyl alcohol ethoxide